C(C)OC(CC(C)=O)=O.C(C)OC=C(C(=O)OCC)C(C)=O ethyl 2-(ethoxymethylene)-3-oxobutanoate Ethyl-3-oxobutanoate